N1(CCCC2=CC=CC=C12)C(=O)N1CCC(CC1)C1=CN=CN1 3,4-dihydroquinolin-1(2H)-yl[4-(1H-imidazol-5-yl)piperidin-1-yl]methanone